1-(4-((6-aminopyridin-3-yl)oxy)phenyl)-3-(3-chloro-4-fluorophenyl)urea NC1=CC=C(C=N1)OC1=CC=C(C=C1)NC(=O)NC1=CC(=C(C=C1)F)Cl